N1=CC(=C2N1CCCC2)C2=NC=CC=C2 {4H,5H,6H,7H-pyrazolo[1,5-a]pyridin-3-yl}pyridine